N1(N=CC=C1)[C@H]1CNCCOC1 (S)-6-(1H-pyrazol-1-yl)-1,4-oxazepane